C(C)(=O)OC=1C=C2C(=NC1C=1C=NC(=CC1)[N+](=O)[O-])NC1=C2C=NC=C1 2-(6-nitropyridin-3-yl)-9H-pyrrolo[2,3-b:4,5-c']Dipyridyl acetate